C1(CCCCCCCCC1)=O Cyclodecanone